FC=1C(=NC(=NC1)C=1C=NC=NC1)N1CCC(CC1)C(=O)N1OCC[C@H]1C1=NC=CN=C1 [1-(5-fluoro-2-pyrimidin-5-yl-pyrimidin-4-yl)-4-piperidyl]-[(3S)-3-pyrazin-2-ylisoxazolidin-2-yl]methanone